2-(7-fluoro-4,4-dimethylchroman-5-yl)-2-(3-(5-(5,6,7,8-tetrahydro-1,8-naphthyridin-2-yl)pentyloxy)azetidin-1-yl)acetic acid FC1=CC(=C2C(CCOC2=C1)(C)C)C(C(=O)O)N1CC(C1)OCCCCCC1=NC=2NCCCC2C=C1